N[C@H]1CN(CCC1)CC1=CC(=NC=C1)C(=O)NC1=CC=C(C=C1)C1=CC2=C(N=CN=C2N2CCOCC2)N1 (R)-4-((3-Aminopiperidin-1-yl)methyl)-N-(4-(4-morpholino-7H-pyrrolo[2,3-d]pyrimidin-6-yl)phenyl)picolinamide